S1C=C(C=CC=C1)NS(O)(=O)=O N-(thiepin-3-yl)amidosulfuric acid